C(C1=CC=CC=C1)N1N=CC(=C1)CN1C(=NC2=C1C(=CC(=C2)C(=O)N2[C@@H]1CC[C@H](C2)[C@H]1N)OC)C=1N(C2=CC=CC=C2C1)CC1CC1 (1R,4R,7R)-2-{1-[(1-benzyl-1H-pyrazol-4-yl)methyl]-2-[1-(cyclopropylmethyl)-1H-indol-2-yl]-7-methoxy-1H-1,3-benzodiazole-5-carbonyl}-2-azabicyclo[2.2.1]heptan-7-amine